(3R,4S)-1-[4-({8-[(2R,3S)-3-[(ethanesulfonyl)methyl]-2-methylazetidin-1-yl]-5-(propan-2-yl)isoquinolin-3-yl}amino)pyrimidin-2-yl]-3-fluoro-4-methyl-piperidin-4-ol C(C)S(=O)(=O)C[C@@H]1[C@H](N(C1)C=1C=CC(=C2C=C(N=CC12)NC1=NC(=NC=C1)N1C[C@H]([C@](CC1)(O)C)F)C(C)C)C